N1[C@@H](CCC1)C1=NC2=C(N1)C=CC(=C2)C2=C1[C@H]3CC[C@@H](C1=C(C=C2)C2=CC=C(C=C2)C2=CN=C(N2)[C@H]2NCCC2)C3 2-((S)-pyrrolidin-2-yl)-5-((1R,4S)-8-(4-(2-((S)-pyrrolidin-2-yl)-1H-imidazol-5-yl)phenyl)-1,2,3,4-tetrahydro-1,4-methanonaphthalen-5-yl)-1H-benzo[d]imidazole